OC1CC2=CC[C@H]3[C@@H]4CC[C@H]([C@@H](C(CCC(C)CO)=O)C)[C@]4(CC[C@@H]3[C@]2(C(C1)OC)C)C 3,27-dihydroxy-1-methoxy-22-cholest-5-enone